C(C)(C)C1(CCCC1)OC(=O)CC[Si](OC)(OC)OC 2-((1-i-propylcyclopentyl)oxycarbonyl)ethyltrimethoxysilane